C1=CC(=CC=C1C(=O)O)O p-HydroxyBenzoic Acid